1,1-dimethylethyl {(3R)-1-[(2-{1-[(3-chlorophenyl)methyl]-1H-indol-2-yl}-1-methyl-1H-benzimidazol-5-yl)carbonyl]-3-piperidinyl}carbamate ClC=1C=C(C=CC1)CN1C(=CC2=CC=CC=C12)C1=NC2=C(N1C)C=CC(=C2)C(=O)N2C[C@@H](CCC2)NC(OC(C)(C)C)=O